CN1C=NC=2C(NC=3C=CC=C(C3C21)C)(C)C 1,4,4,9-tetramethyl-5H-imidazo[4,5-c]quinoline